Diethyl (1,3-dihydro-2H-imidazol-2-ylidene)phosphoramidate N1C(NC=C1)=NP(OCC)(OCC)=O